(R)-N-((R)-1-(3,6-dimethyl-2-morpholino-4-oxo-3,4-dihydroquinazolin-8-yl)propyl)-2-methylpropane-2-sulfinamide CN1C(=NC2=C(C=C(C=C2C1=O)C)[C@@H](CC)N[S@](=O)C(C)(C)C)N1CCOCC1